N-(2-chloro-6-methylphenyl)-2-((6-(4-((2-(2,6-dioxopiperidin-3-yl)benzyl)(methyl)amino)piperidin-1-yl)-2-methylpyrimidin-4-yl)amino)thiazole-5-carboxamide ClC1=C(C(=CC=C1)C)NC(=O)C1=CN=C(S1)NC1=NC(=NC(=C1)N1CCC(CC1)N(C)CC1=C(C=CC=C1)C1C(NC(CC1)=O)=O)C